phenyl (1-(4-cyanophenyl)-3-methyl-1H-pyrazol-5-yl)carbamate C(#N)C1=CC=C(C=C1)N1N=C(C=C1NC(OC1=CC=CC=C1)=O)C